((5-cyanoisochroman-1-yl)methyl)(methyl)carbamic acid tert-butyl ester C(C)(C)(C)OC(N(C)CC1OCCC2=C(C=CC=C12)C#N)=O